[Zn].[Sb].[Sn].[Cu].[Li] lithium-copper-tin-antimony-zinc